1,2-dimethyliodopyridine CN1C(C(=CC=C1)I)C